CC1=C(C(=NC(=C1)N1CCOCC1)SC)C(=O)NCC1=CC=C(C=C1)C(F)(F)F 4-Methyl-2-methylsulfanyl-6-morpholin-4-yl-N-[[4-(trifluoromethyl)-phenyl]-methyl]pyridine-3-carboxylic acid amide